C1(CCC1)C1=NC(=NC=C1)OCC1=C(N=NN1C)C1=CC=C(C(=N1)C)C1CC(COC1)CC(=O)O 2-{5-[6-(5-{[(4-cyclobutylpyrimidin-2-yl)oxy]methyl}-1-methyl-1H-1,2,3-triazol-4-yl)-2-methylpyridin-3-yl]oxan-3-yl}acetic acid